methyl 3-(5-(3-fluoro-4-methyl-5-(7-(trifluoromethyl)imidazo[1,2-a]pyridine-3-carboxamido)phenyl)-1,2,4-oxadiazol-3-yl)azetidine-1-carboxylate FC=1C=C(C=C(C1C)NC(=O)C1=CN=C2N1C=CC(=C2)C(F)(F)F)C2=NC(=NO2)C2CN(C2)C(=O)OC